C1(CC1)S(=O)(=O)NC=1SC2=C(N1)C(CC2)C(=O)NC2=CC=C(C=C2)C=2C=NC=CC2 2-(cyclopropanesulfonylamino)-N-(4-(pyridin-3-yl)phenyl)-5,6-dihydro-4H-cyclopenta[d]thiazole-4-carboxamide